3-iodo-N-(2-methylbut-2-yl)-5-nitrobenzamide IC=1C=C(C(=O)NC(C)(CC)C)C=C(C1)[N+](=O)[O-]